OCC(CNC(O[C@H]1C[C@H](CC1)C1=CC(=NN1)NC(CC1=CN=C(O1)C)=O)=O)CC (1R,3S)-3-(3-{[(2-methyl-1,3-oxazol-5-yl)acetyl]-amino}-1H-pyrazol-5-yl)-cyclopentyl [(2ξ)-2-(hydroxymethyl)butyl]-carbamate